2-(7-(2-fluoropropan-2-yl)-4-isopropyl-1-oxopyrrolo[1,2-d][1,2,4]triazin-2(1H)-yl)-N-(pyrimidin-4-yl)acetamide FC(C)(C)C=1C=C2N(C(=NN(C2=O)CC(=O)NC2=NC=NC=C2)C(C)C)C1